C(C)C=1C=2N(C=C(C1)C=1N=C3N(C(C1)=O)C=C(C=C3)N3C[C@H](N(CC3)CC)C)C=C(N2)C 2-(8-ethyl-2-methylimidazo[1,2-a]pyridin-6-yl)-7-[(3R)-4-ethyl-3-methylpiperazin-1-yl]-4H-pyrido[1,2-a]pyrimidin-4-one